3,2-dioxaborolal B1OOC(=C1)C=O